(S)-2-(3-((2-(cyclopropylamino)-6-fluoropyrimidin-4-yl)oxy)pyrrolidin-1-yl)-N-(3-(2-((1,5-dimethyl-1H-pyrazol-3-yl)amino)-5-methylpyrimidin-4-yl)-1H-indol-7-yl)acetamide C1(CC1)NC1=NC(=CC(=N1)O[C@@H]1CN(CC1)CC(=O)NC=1C=CC=C2C(=CNC12)C1=NC(=NC=C1C)NC1=NN(C(=C1)C)C)F